COC1(CC1)C(=O)NCC1=CC=C(C=C1)CN1C(NC2=C1C=CC=C2)=O 1-methoxy-N-(4-((2-oxo-2,3-dihydro-1H-benzo[d]imidazol-1-yl)methyl)benzyl)cyclopropane-1-carboxamide